ClC1=NN(C=C1)C=1C=C(C(=NC1)C=1OC2=C(N1)C=C(C=C2)S(C(F)(F)F)(=O)=N)S(=O)(=O)CC [2-[5-(3-Chloropyrazol-1-yl)-3-ethylsulfonyl-2-pyridinyl]-1,3-benzoxazol-5-yl]-imino-oxo-(trifluoromethyl)-lambda6-sulfane